FC(C=1C=C(C=C(C1)C(F)(F)F)[B-](C1=CC(=CC(=C1)C(F)(F)F)C(F)(F)F)(C1=CC(=CC(=C1)C(F)(F)F)C(F)(F)F)C1=CC(=CC(=C1)C(F)(F)F)C(F)(F)F)(F)F.C(CCCCCCC)OC1=CC=C(C=C1)[S+](C1=CC=CC=C1)C1=CC=CC=C1 (4-octyloxyphenyl)-diphenylsulfonium tetrakis-(3,5-bis-trifluoromethyl-phenyl)-borate